1,3,5-trimethyl-2,3-dihydro-1H-pyrrole CN1CC(C=C1C)C